C(CC1=CC=CC=C1)OC(CC/1=NOC(\C1=C/C=1SC(=CC1)N(C)C)=O)=O.FC(C(CC1(CCCCC1)C)=O)F 1,1-difluoro-3-(1-methylcyclohexyl)propan-2-one phenethyl-(Z)-2-(4-((5-(dimethylamino)thiophen-2-yl)methylene)-5-oxo-4,5-dihydroisoxazol-3-yl)acetate